NC1=CC=C(OC2=CC(=CC3=CC=CC=C23)C=2C(=C(C=CC2)N)C2=CC=CC=C2)C=C1 4-(4-aminophenoxy)-2-naphthylphenylbenzenamine